C(C1=CC=CC=C1)[C@H]1N(C(OC1)=O)C(COC1CCCC1)=O (4R)-4-benzyl-3-[2-(cyclopentyloxy)acetyl]oxazolidin-2-one